N1CCC(CC1)C1=NC2=C(N1)C=CC=C2 2-(piperidin-4-yl)-1H-benzimidazole